7-(1-methyl-1H-pyrazol-4-yl)-4-(1-phenyl-1H-pyrazol-5-yl)quinazoline CN1N=CC(=C1)C1=CC=C2C(=NC=NC2=C1)C1=CC=NN1C1=CC=CC=C1